5-[1-[3-[tert-butyl-(dimethyl)silyl]Oxy-1-methyl-propyl]-6-chloro-pyrazolo[4,3-c]Pyridin-3-yl]Furan-2-carbaldehyde C(C)(C)(C)[Si](OCCC(C)N1N=C(C=2C=NC(=CC21)Cl)C2=CC=C(O2)C=O)(C)C